COC([C@H](N)C1=CC=C(C=C1)O)=O D-p-hydroxyphenylglycine METHYL ESTER